methyl ((R)-2-((3-cyano-5-fluorobenzyl)oxy)octadecyl) hydrogen phosphate P(=O)(OC)(OC[C@@H](CCCCCCCCCCCCCCCC)OCC1=CC(=CC(=C1)F)C#N)O